C[C@]12CC(C[C@](CC1)(N2)C)N(C=2SC1=C(C=NC(=C1)C=1C=C(C=3N(C1)C=C(N3)C)C)N2)C N-[(1R,3s,5S)-1,5-dimethyl-8-azabicyclo[3.2.1]oct-3-yl]-6-(2,8-dimethylimidazo[1,2-a]pyridin-6-yl)-N-methyl-[1,3]thiazolo[4,5-c]pyridin-2-amine